Dioxin O1C=COC=C1